(R)-N-(3-(3,5-dimethylisoxazol-4-yl)-4-(pyrrolidin-3-yloxy)phenyl)-1-fluorocyclopropane-1-carboxamide CC1=NOC(=C1C=1C=C(C=CC1O[C@H]1CNCC1)NC(=O)C1(CC1)F)C